COC=1C(=NC(=CN1)N1CC2(CN(C2)C2=CC(=NC=C2)C(F)(F)F)CC1)C=1SC=NN1 2-(3-methoxy-6-(2-(2-(trifluoromethyl)pyridin-4-yl)-2,6-diazaspiro[3.4]octan-6-yl)pyrazin-2-yl)-1,3,4-thiadiazole